C(#N)C1(CCN(CC1)C(=O)OC(C)(C)C)CC tertbutyl 4-cyano-4-ethylpiperidine-1-carboxylate